5-bromo-7-((3as,4r,6r,6ar)-6-(((tert-butyldimethylsilyl)oxy)methyl)-2,2-dimethyltetrahydro-4H-cyclopenta[d][1,3]dioxol-4-yl)-N-(4-methoxybenzyl)-7H-pyrrolo[2,3-d]pyrimidin-4-amine BrC1=CN(C=2N=CN=C(C21)NCC2=CC=C(C=C2)OC)[C@@H]2C[C@@H]([C@H]1OC(O[C@H]12)(C)C)CO[Si](C)(C)C(C)(C)C